(1R,3S)-3-(3-(2-(2-formyl-3-hydroxy-5-methoxyphenoxy)acetamido)-1H-pyrazol-5-yl)cyclopentyl 1-ethyl-2-methylhydrazine-1-carboxylate C(C)N(NC)C(=O)O[C@H]1C[C@H](CC1)C1=CC(=NN1)NC(COC1=C(C(=CC(=C1)OC)O)C=O)=O